tert-butyl 3-[7-cyclobutyl-2-(methylsulfanyl)-7H-purin-6-yl]-3,8-diazabicyclo[3.2.1]octane-8-carboxylate C1(CCC1)N1C=NC2=NC(=NC(=C12)N1CC2CCC(C1)N2C(=O)OC(C)(C)C)SC